C(C)(C)(C)NC(C(=CC=1C=C(C=CC1)CCC(=O)N[C@@H](CC1=CC=CC=C1)B(O)O)C#N)=O (R)-(1-(3-(3-(3-(tert-butylamino)-2-cyano-3-oxoprop-1-en-1-yl)phenyl)propanamido)-2-phenylethyl)boronic acid